ClC1=C(C(=O)C=2C=NN(C2O)C)C=CC(=C1C1=CC(=NO1)C)S(=O)(=O)C 4-[2-chloro-3-(3-methyl-isoxazol-5-yl)-4-methylsulfonyl-benzoyl]-1-methyl-5-hydroxy-1H-pyrazole